2,3,4,5,6-penta(9H-carbazol-9-yl)benzonitrile C1=CC=CC=2C3=CC=CC=C3N(C12)C1=C(C#N)C(=C(C(=C1N1C2=CC=CC=C2C=2C=CC=CC12)N1C2=CC=CC=C2C=2C=CC=CC12)N1C2=CC=CC=C2C=2C=CC=CC12)N1C2=CC=CC=C2C=2C=CC=CC12